ClC=1C(=CSC1)NC(=O)C=1C(=CC=2N(C1)C=C(N2)C2CCOCC2)OC N-(4-chlorothiophen-3-yl)-7-methoxy-2-(tetrahydro-2H-pyran-4-yl)imidazo[1,2-a]pyridine-6-carboxamide